FC=1C=CC(=C(C1)CC(=O)NC=1SC=CN1)OC 2-(5-fluoro-2-methoxy-phenyl)-N-thiazol-2-yl-acetamide